2-((R,6E,10E)-15,15-difluoro-3-hydroxy-3,7,11-trimethylpentadeca-6,10,14-trien-1-yl)-3,5,6-trimethylcyclohexa-2,5-diene-1,4-dione FC(=CCC/C(=C/CC/C(=C/CC[C@@](CCC=1C(C(=C(C(C1C)=O)C)C)=O)(C)O)/C)/C)F